2-Ethoxy-1-((5'-phenoxy-2'-(2H-tetrazol-5-yl)-[1,1'-biphenyl]-4-yl)methyl)-1H-benzo[d]imidazole-7-carboxylic Acid C(C)OC1=NC2=C(N1CC1=CC=C(C=C1)C1=C(C=CC(=C1)OC1=CC=CC=C1)C=1N=NNN1)C(=CC=C2)C(=O)O